BrC=1C=CC(=C2C=CCOC12)CO[Si](C)(C)C(C)(C)C ((8-bromo-2H-chromen-5-yl)methoxy)(tert-butyl)dimethylsilane